tert-butyl (2S,4S)-4-[2-(7-fluoro-2-methyl-indazol-5-yl)-5-oxo-pyrido[4,3-d]pyrimidin-6-yl]-2-methyl-piperidine-1-carboxylate FC1=CC(=CC2=CN(N=C12)C)C=1N=CC2=C(N1)C=CN(C2=O)[C@@H]2C[C@@H](N(CC2)C(=O)OC(C)(C)C)C